4-[5-[(1S)-2-amino-1-hydroxyethyl]pyridin-2-yl]-3-(2,6-dimethylpyridin-4-yl)oxybenzonitrile NC[C@@H](O)C=1C=CC(=NC1)C1=C(C=C(C#N)C=C1)OC1=CC(=NC(=C1)C)C